2-methyl-2-((3-(p-tolylethynyl)pyridin-4-yl)thio)propanoic acid CC(C(=O)O)(C)SC1=C(C=NC=C1)C#CC1=CC=C(C=C1)C